OCCNCC=1C=CC(=NC1)C(=O)NC1=C(C(=CC=C1)B1OC(C(O1)(C)C)(C)C)C 5-(((2-hydroxyethyl)amino)methyl)-N-(2-methyl-3-(4,4,5,5-tetramethyl-1,3,2-dioxaborolan-2-yl)phenyl)picolinamide